gamma-(methoxyacryloyl-oxy)propyl-trimethoxysilane COC=CC(=O)OCCC[Si](OC)(OC)OC